1-(4-hydroxy-2-(5-(4-(hydroxymethyl)phenyl)-1H-imidazol-2-yl)piperidin-1-yl)-2-(methyl-thio)propan-1-one OC1CC(N(CC1)C(C(C)SC)=O)C=1NC(=CN1)C1=CC=C(C=C1)CO